ClC=1C=NN(C1N=C)\C(=C/C)\N (Z)-1-[4-chloro-5-(methyleneamino)pyrazol-1-yl]prop-1-en-1-amine